8-butyloxymethoxy-1,3,5-trimethyloctylmagnesium bromide C(CCC)OCOCCCC(CC(CC(C)[Mg]Br)C)C